1-methyl-N-(tetrahydro-2H-pyran-4-yl)-4-(4,4,5,5-tetramethyl-1,3,2-dioxaborolan-2-yl)-1H-pyrazol-3-amine CN1N=C(C(=C1)B1OC(C(O1)(C)C)(C)C)NC1CCOCC1